NC1=NC=C(C2=C1C(=NN2C(C)C)C2=CC(=C(C=C2)NS(=O)(=O)C2=C(C=CC=C2)Cl)F)N2CCC(CC2)NC2COC2 N-(4-(4-amino-1-isopropyl-7-(4-(oxetan-3-ylamino)piperidin-1-yl)-1H-pyrazolo[4,3-c]pyridin-3-yl)-2-fluorophenyl)-2-chlorobenzenesulfonamide